NC(C(=O)N1CCN(CC1)C1=CC=2C[C@@H]3N(CC2C=C1)[C@@H](CN(C3)C3=C1C=CC=NC1=C(C=C3)C#N)C)(C)C 5-[(4R,11aS)-9-[4-(2-amino-2-methyl-propionyl)piperazin-1-yl]-4-methyl-1,3,4,6,11,11a-hexahydropyrazino[1,2-b]isoquinolin-2-yl]quinoline-8-carbonitrile